2,2-dimethyl-4,4-dipropylazetidine CC1(NC(C1)(CCC)CCC)C